CO[C@@H]1CC[C@H](CCC1)NC=1NC(/C(/N1)=C/C=1C=C2C=NN(C2=CC1)C)=O |r| (±)-(4Z)-2-[[trans-4-Methoxycycloheptyl]amino]-4-[(1-methylindazol-5-yl)methylene]-1H-imidazol-5-one